3-([1-[6-oxo-5-(trifluoromethyl)-1-[[2-(trimethylsilyl)ethoxy]methyl]-1,6-dihydropyridazin-4-yl]piperidin-2-yl]methoxy)benzoic acid O=C1C(=C(C=NN1COCC[Si](C)(C)C)N1C(CCCC1)COC=1C=C(C(=O)O)C=CC1)C(F)(F)F